isopropyl (2S,5R)-4-[2-[(6-amino-5-cyclopropyl-3-pyridyl)amino]-2-oxo-acetyl]-5-(4-fluorophenyl)-2-methyl-piperazine-1-carboxylate NC1=C(C=C(C=N1)NC(C(=O)N1C[C@@H](N(C[C@H]1C1=CC=C(C=C1)F)C(=O)OC(C)C)C)=O)C1CC1